BrC=1C=C2C(NC(C2=CC1)=O)(C)C 5-bromo-3,3-dimethylisoindolin-1-one